ClC=1N=C(SC1CC1=CC(=CC=C1)F)C=1C(=NN(C(C1)=O)C)C(=O)N (4-chloro-5-(3-fluorobenzyl)thiazol-2-yl)-1-methyl-6-oxo-1,6-dihydropyridazine-3-carboxamide